pyrazinethion N1C(C=NC=C1)=S